CC1=CC(=CC=2N=C(OC21)C=2C(=C(C=CC2)C2=CC=CC=C2)C)CNCCO 2-({[7-methyl-2-(2-methylbiphenyl-3-yl)-1,3-benzooxazol-5-yl]methyl}amino)ethanol